(S)-tert-butyl (5-(2-(2-aminopyridin-3-yl)-7-chloro-5-(1H-pyrazol-1-yl)-3H-imidazo[4,5-b]pyridin-3-yl)-2,3-dihydro-1H-inden-1-yl)carbamate NC1=NC=CC=C1C1=NC=2C(=NC(=CC2Cl)N2N=CC=C2)N1C=1C=C2CC[C@@H](C2=CC1)NC(OC(C)(C)C)=O